N1(CCOCC1)C(CC(CC1=C(C=C(C(=C1)F)F)F)=O)=O 1-morpholinyl-4-(2,4,5-trifluorophenyl)-1,3-butanedione